3-methyl-N-phenylpiperazine-1-carboxamide CC1CN(CCN1)C(=O)NC1=CC=CC=C1